CN1C(=NN=C1)CC1(COC1)C1=CC=C2CNC(C2=C1)=O 6-(3-((4-methyl-4H-1,2,4-triazol-3-yl)methyl)oxetan-3-yl)isoindolin-1-one